[2-(2,6-diazaspiro[3.3]hept-2-yl)ethoxy]-2-(2,6-dioxo-3-piperidyl)isoindoline-1,3-dione trifluoroacetate FC(C(=O)O)(F)F.C1N(CC12CNC2)CCOC2=C1C(N(C(C1=CC=C2)=O)C2C(NC(CC2)=O)=O)=O